5-(azetidin-1-ylmethyl)-N-(5-fluoro-1-methyl-1H-benzo[d]imidazol-2-yl)benzo[d]oxazol-2-amine N1(CCC1)CC=1C=CC2=C(N=C(O2)NC2=NC3=C(N2C)C=CC(=C3)F)C1